5-cyclopropyl-3-(2,6-dichlorophenyl)-4-((((2R,4S)-2-methylpiperidin-4-yl)oxy)methyl)isoxazole C1(CC1)C1=C(C(=NO1)C1=C(C=CC=C1Cl)Cl)CO[C@@H]1C[C@H](NCC1)C